FC1=C(C=C(C=C1)B(O)O)C=O (4-fluoro-3-formylphenyl)boronic acid